CC1(OB(OC1(C)C)C1=C2C(=NC=C1)N(C=C2)COCC[Si](C)(C)C)C 4-(4,4,5,5-Tetramethyl-1,3,2-dioxaborolan-2-yl)-1-((2-(trimethylsilyl)ethoxy)methyl)-1H-pyrrolo[2,3-b]pyridine